BrC=1N=CC=2N(C1)C=C(N2)[C@@H]2N(CCC2)C(=O)OC(C)(C)C tert-butyl (2R)-2-(6-bromoimidazo[1,2-a]pyrazin-2-yl)pyrrolidine-1-carboxylate